C(C)(C)(C)OC(=O)N1CCN(CC1)C1=NC=C(C=C1)C=1C=2N(C=C(C1)C=1C=NN(C1)C)N=CC2 4-(5-(6-(1-methyl-1H-pyrazol-4-yl)pyrazolo[1,5-a]pyridin-4-yl)pyridin-2-yl)piperazine-1-carboxylic acid tert-butyl ester